bromo-4H-quinolizin-4-one BrC=1C=CC(N2C=CC=CC12)=O